tert-butyl (R)-((3-(4-(4,4-difluoroazepan-1-yl)-6-methyl-2-(4-methylpiperazin-1-yl)pyrimidine-5-carboxamido)phenyl)(methyl)(oxo)-λ6-sulfaneylidene)carbamate FC1(CCN(CCC1)C1=NC(=NC(=C1C(=O)NC=1C=C(C=CC1)[S@](=O)(C)=NC(OC(C)(C)C)=O)C)N1CCN(CC1)C)F